CN1C(=CC=C1)CC(=O)OCCN1N=C(C=2C(NCC3(CCOCC3)CC21)=O)CC 2-(3-ethyl-4-oxo-spiro[6,8-dihydro-5H-pyrazolo[4,3-c]azepine-7,4'-tetrahydropyran]-1-yl)ethyl 2-(1-methylpyrrol-2-yl)acetate